CC1=C(C(=CC=C1)C)[N+](=O)[O-] 2,6-dimethyl-nitrobenzene